tert-butyl (2S)-6-(benzyloxy)-2-{[(tert-butoxycarbonyl)(2-methylpropyl)amino]methyl}-4-fluoro-5-(1,1,4-trioxo-1λ6,2,5-thiadiazolidin-2-yl)-2,3-dihydro-1H-indole-1-carboxylate C(C1=CC=CC=C1)OC1=C(C(=C2C[C@H](N(C2=C1)C(=O)OC(C)(C)C)CN(CC(C)C)C(=O)OC(C)(C)C)F)N1S(NC(C1)=O)(=O)=O